NC1=C(C=C(C=N1)C1=CC=C(OCC(=O)N2C[C@H](N[C@H](C2)C)C)C=C1)OC(C)C1=C(C(=CC=C1Cl)F)Cl 2-(4-{6-amino-5-[1-(2,6-dichloro-3-fluoro-phenyl)-ethoxy]-pyridin-3-yl}-phenoxy)-1-((3r,5s)-3,5-dimethyl-piperazin-1-yl)-ethanone